ClC=1C(=CC(=C(C1)C1=NC=CC=C1)F)F 2-(5-Chloro-2,4-difluorophenyl)pyridin